C(=CCCCCCCCCCC)C1C(=O)OC(C1)=O dodecenyl-butanedioic anhydride